Methyl (Z)-3-((4-(2-((tert-butyldimethylsilyl)oxy)ethyl)phenyl)((4-(N-methyl-2-(4-methylpiperazin-1-yl)acetamido)phenyl)amino)methylene)-2-oxoindoline-5-carboxylate [Si](C)(C)(C(C)(C)C)OCCC1=CC=C(C=C1)/C(=C\1/C(NC2=CC=C(C=C12)C(=O)OC)=O)/NC1=CC=C(C=C1)N(C(CN1CCN(CC1)C)=O)C